CC=1N=C(NC1C)C1=NC=CC(=C1)C=1C=NC=C(C1)C(=O)N1CCC2(CCOCC2)CC1 (2'-(4,5-Dimethyl-1H-imidazol-2-yl)-3,4'-bipyridin-5-yl)(3-oxa-9-azaspiro[5.5]undecan-9-yl)methanone